BrC=1C(=C(C=C2COCC12)NC(C=COCC)=O)F N-(7-Bromo-6-fluoro-1,3-dihydroisobenzofuran-5-yl)-3-ethoxyacrylamide